C(C1=CC=CC=C1)OC1=C(OC2=C(C=O)C=CC=C2)C=C(C=C1)F 2-(2-(benzyloxy)-5-fluorophenoxy)benzaldehyde